(2R,6S)-2,6-Dimethyl-1-(pyridin-3-yl)piperazine C[C@H]1N([C@H](CNC1)C)C=1C=NC=CC1